4-[[4-(3-cyanophenyl)-5-(2,6-dimethyl-4-pyridinyl)thiazol-2-yl]carbamoyl]-3,3-dimethyl-piperazine-1-carboxylic acid tert-butyl ester C(C)(C)(C)OC(=O)N1CC(N(CC1)C(NC=1SC(=C(N1)C1=CC(=CC=C1)C#N)C1=CC(=NC(=C1)C)C)=O)(C)C